OC1=C(C(OC2=CC=CC=C12)=O)CC1=CC=C(C(=O)O)C=C1 4-((4-hydroxy-2-oxo-2H-chromene-3-yl)methyl)benzoic acid